FC1=C(OC2=NC(=NC(=C2C)C(F)(F)F)N)C(=CC=C1)F 4-(2,6-Difluorophenoxy)-5-methyl-6-(trifluoromethyl)pyrimidin-2-amine